S=C[C@H](O)[C@@H](O)[C@H](O)[C@H](O)CO thio-D-glucose